3-nitrobicyclo[4.2.0]octa-1(6),2,4-triene [N+](=O)([O-])C1=CC=2CCC2C=C1